FC1=CC=C(C(=C1)NCC1=CC=NC=C1)N 5-fluoro-N1-(pyridin-4-ylmethyl)benzene-1,2-diamine